C(C)(C)(C)C=1C(=C(C(=C(C1)C(C)(C)C)O)C1=C(C(=CC(=C1O)C(C)(C)C)C(C)(C)C)O)O 3,3',5,5'-tetra-tert-butyl-2,2',6,6'-tetra-hydroxy-1,1'-biphenyl